[Cu].C(C=C)(=O)[W].[Cu] copper alloyl-tungsten copper